O=C1NC(CCC1N1C(C2=CC=C(C=C2C1=O)NCCCCCCC(=O)N1CCN(CC1)C1=CC=C(C=C1)C1=NNC2=C1N=C(N=C2)C2=C(C=CC=C2OC)F)=O)=O 2-(2,6-dioxopiperidin-3-yl)-5-((7-(4-(4-(5-(2-fluoro-6-methoxyphenyl)-1H-pyrazolo[4,3-d]pyrimidin-3-yl)phenyl)piperazin-1-yl)-7-oxoheptyl)amino)isoindoline-1,3-dione